N-(3-(9H-carbazol-9-yl)-1-cyclohexylpropyl)-4-methylbenzenesulfonamide C1=CC=CC=2C3=CC=CC=C3N(C12)CCC(C1CCCCC1)NS(=O)(=O)C1=CC=C(C=C1)C